lithium silver aluminum oxide [O-2].[Al+3].[Ag+].[Li+]